BrC=1C=2N(C(=CC1)C)C=CN2 8-bromo-5-methylimidazo[1,2-a]pyridine